CC=1NC=C(C1C(=O)OCC)C Ethyl 2,4-dimethyl-1H-pyrrole-3-carboxylate